C1(CCC1)[C@@H](C=1C=C(C=CC1)C1=NNC2=C(N=C(C=C21)C(F)(F)F)CN[C@@H]2CC(CC2)(F)F)C2=NN=CN2C (1S)-N-{[3-{3-[(S)-cyclobutyl(4-methyl-4H-1,2,4-triazol-3-yl)methyl]phenyl}-5-(trifluoromethyl)-1H-pyrazolo[3,4-c]pyridin-7-yl]methyl}-3,3-difluorocyclopentan-1-amine